C(C)(C)(C)OC(NC[C@@H]1N(CC(CC1)(F)F)C(=O)C1=NC(=CC=C1C)NC1=NC=CC(=C1)OCC)=O (R)-((1-(6-((4-ethoxypyridin-2-yl)amino)-3-methylpyridin-2-carbonyl)-5,5-difluoropiperidin-2-yl)methyl)carbamic acid tert-butyl ester